C(=C)[Si](N[Si](C1=CC=CC=C1)(C1=CC=CC=C1)C=C)(C1=CC=CC=C1)C1=CC=CC=C1 1,3-divinyl-1,1,3,3-Tetraphenyldisilazane